tert-Butyl (3-cyano-4-(1,5-dichloro-3-(((2R,7aS)-2-fluorotetrahydro-1H-pyrrolizin-7a(5H)-yl)methoxy)-7,9-dihydro-furo[3,4-f]quinazolin-6-yl)-7-fluorobenzo[b]-thiophen-2-yl)carbamate C(#N)C=1C2=C(SC1NC(OC(C)(C)C)=O)C(=CC=C2C=2C1=C(C=3C(=NC(=NC3C2Cl)OC[C@]23CCCN3C[C@@H](C2)F)Cl)COC1)F